di(pentadecan-7-yl) 3,3'-(((1-(3-hydroxypropyl)-1H-pyrazol-4-yl)methyl)azanediyl)dipropionate OCCCN1N=CC(=C1)CN(CCC(=O)OC(CCCCCC)CCCCCCCC)CCC(=O)OC(CCCCCC)CCCCCCCC